FC=1C(=C(C(=O)OC(C)(C)C)C(=CC1F)C1=CC=NC=C1)NC1=C(C=C(C=C1)I)F tert-butyl 3,4-difluoro-2-[(2-fluoro-4-iodophenyl)amino]-6-(pyridin-4-yl)benzoate